P(O)(=O)(OP(=O)(O)O)OC[C@@H]1[C@H]([C@H]([C@@H](O1)N1C=[N+](C=2C(=O)NC(N)=NC12)C)O)O N7-methyl-guanosine-5'-diphosphate